O=C1NC(CCC1N1C(C2=CC=C(C=C2C1)CNC(C(C)(C)NC(OC(C)(C)C)=O)=O)=O)=O tert-butyl (1-(((2-(2,6-dioxopiperidin-3-yl)-1-oxoisoindolin-5-yl)methyl)amino)-2-methyl-1-oxopropan-2-yl)carbamate